tert-butyl ((1S)-2-((4-(cyclopropyl(hydroxy)methyl)pyridin-2-yl)amino)-1-(4,4-difluorocyclohexyl)-2-oxoethyl)carbamate C1(CC1)C(C1=CC(=NC=C1)NC([C@H](C1CCC(CC1)(F)F)NC(OC(C)(C)C)=O)=O)O